ClC1=CC=CC2=C1N=C(S2)COC2=CC=CC(=N2)C=2CCN(CC2)CC2=NC1=C(N2C[C@H]2OCC2)C=C(C=C1)C(=O)O (S)-2-((6-((4-Chlorobenzo[d]thiazol-2-yl)methoxy)-3',6'-dihydro-[2,4'-bipyridin]-1'(2'H)-yl)methyl)-1-(oxetan-2-ylmethyl)-1H-benzo[d]imidazole-6-carboxylic acid